tert-Butyl (4-((3-(6-bromobenzo[d]thiazol-2-yl)-4,5,6,7-tetrahydrothieno[2,3-c]pyridin-2-yl)(methyl)carbamoyl)cyclohexyl)(tert-butyl)carbamate BrC1=CC2=C(N=C(S2)C2=C(SC=3CNCCC32)N(C(=O)C3CCC(CC3)N(C(OC(C)(C)C)=O)C(C)(C)C)C)C=C1